6-(2-amino-5-(3-((dimethylamino)methyl)-4-(1,1-dioxidothiomorpholino)phenyl)-6-fluoropyridin-3-yl)-7-fluoro-3,4-dihydroisoquinolin-1(2H)-one NC1=NC(=C(C=C1C=1C=C2CCNC(C2=CC1F)=O)C1=CC(=C(C=C1)N1CCS(CC1)(=O)=O)CN(C)C)F